CC(=O)N[C@@H]1[C@H]([C@H]([C@H](O[C@H]1O[C@@H]2[C@H]([C@H](O[C@@H]([C@@H]2O)CO)O)NC(=O)C)CO)O)O The molecule is an amino disaccharide comprised of N-acetyl-alpha-D-galactosamine having an N-acetyl-D-galactosaminyl residue attached at the 3-position via a beta-linkage. It has a role as an epitope.